O[C@@H]1CC[C@@]2([C@H]3CC[C@@]4([C@H](CC[C@H]4[C@@H]3CC[C@@H]2C1)[C@@H](CCC(=O)N[C@H](C(=O)O)CC(=O)O)C)C)C (S)-2-((R)-4-((3R,5R,8R,9S,10S,13R,14S,17R)-3-hydroxy-10,13-dimethyl-hexadecahydro-1H-cyclopenta[a]phenanthren-17-yl)pentanamido)succinic acid